5-(4-(((3-(1-Cyclopropyl-1H-pyrazol-4-yl)phenyl)amino)methyl)bicyclo[2.2.2]octan-1-yl)-N,N-dimethylpyridin-2-amine C1(CC1)N1N=CC(=C1)C=1C=C(C=CC1)NCC12CCC(CC1)(CC2)C=2C=CC(=NC2)N(C)C